C(C)OC(C[C@@H](CNC(CN1C(C(C2=C(C(=CC(=C12)F)C1CC1)F)(C)C)=O)=O)C)=O (S)-4-(2-(5-cyclopropyl-4,7-difluoro-3,3-dimethyl-2-oxoindol-1-yl)acetamido)-3-methylbutanoic acid ethyl ester